chromium (III) tris(2,4-pentanedione) CC(CC(C)=O)=O.CC(CC(C)=O)=O.CC(CC(C)=O)=O.[Cr+3]